FC=1C(=NC=CC1C=O)OC (3-fluoro-2-methoxy-4-pyridyl)methanone